Br.BrCCNCC=1N=C(N(C1)CCO)[N+](=O)[O-] (((2-Bromoethyl)amino)methyl)-2-nitro-1H-imidazole-1-ethanol monohydrobromide